NC=1N=C(C2=C(N1)N(C(=C2C)C(=O)OC)CCO[Si](C)(C)C(C)(C)C)Cl methyl 2-amino-7-[2-[tert-butyl(dimethyl)silyl]oxyethyl]-4-chloro-5-methyl-pyrrolo[2,3-d]pyrimidine-6-carboxylate